(S)-N-(1-(4-chloro-2-(4-fluorophenyl)-1H-imidazol-5-yl)-7-(oxazol-2-yl)-7-oxoheptyl)-2-(dimethylamino)acetamide ClC=1N=C(NC1[C@H](CCCCCC(=O)C=1OC=CN1)NC(CN(C)C)=O)C1=CC=C(C=C1)F